6-(2-(4-fluorophenyl)-1H-pyrrolo-[2,3-b]pyridin-5-yl)-N-(3,3,3-trifluoro-2-hydroxypropyl)-picolinamide FC1=CC=C(C=C1)C1=CC=2C(=NC=C(C2)C2=CC=CC(=N2)C(=O)NCC(C(F)(F)F)O)N1